N-(t-butoxycarbonyl)leucine C(C)(C)(C)OC(=O)N[C@@H](CC(C)C)C(=O)O